(3S,4aS,8aS)-N-((S)-3-oxo-1-((S)-2-oxopyrrolidin-3-yl)-4-(trifluoromethoxy)butan-2-yl)-2-(2-oxo-2-((1,1,1-trifluoro-2-methylpropan-2-yl)amino)acetyl)decahydroisoquinoline-3-carboxamide O=C([C@H](C[C@H]1C(NCC1)=O)NC(=O)[C@H]1N(C[C@H]2CCCC[C@H]2C1)C(C(NC(C(F)(F)F)(C)C)=O)=O)COC(F)(F)F